COC=1C=C(CNC(CNC=2SC3=C(N2)C=C(C=C3)[N+](=O)[O-])=O)C=CC1OC N-(3,4-dimethoxybenzyl)-2-((5-nitrobenzo[d]thiazol-2-yl)amino)acetamide